5-(4-(3-((N-ethylsulfamoyl)amino)benzyl)piperazin-1-yl)-N-methylpicolinamide C(C)NS(=O)(=O)NC=1C=C(CN2CCN(CC2)C=2C=CC(=NC2)C(=O)NC)C=CC1